ClC=1C=C(C=CC1F)NC(N([C@H](C)C1=CN=C(C2=CC=CC=C12)OC)CCOC)=O |r| Racemic-3-(3-chloro-4-fluorophenyl)-1-(2-methoxyethyl)-1-(1-(1-methoxyisoquinolin-4-yl)ethyl)urea